COC(=O)C=1C(N(N=C(C1)Cl)C=1C=NN(C1)C)=O 6-chloro-2-(1-methyl-1H-pyrazol-4-yl)-3-oxo-2,3-dihydropyridazine-4-carboxylic acid methyl ester